COC1=NC=C(C=C1C(=O)N)NC(C(N1[C@H](CCCC1)C1=CC=CC=C1)=O)=O 2-methoxy-5-[[2-oxo-2-[(2R)-2-phenyl-1-piperidyl]acetyl]amino]pyridine-3-carboxamide